BrC1=C(C(=C(C(=C1OC)OC)OC)Br)CC=C dibromoelemicin